5-formyl-(6RS)-tetrahydrofolic acid C(=O)N1C=2C(NC(=NC2NC[C@H]1CNC1=CC=C(C(N[C@@H](CCC(=O)O)C(=O)O)=O)C=C1)N)=O |&1:11|